lithium methyl-naphthalenesulfonic acid CC1=C(C2=CC=CC=C2C=C1)S(=O)(=O)O.[Li]